2-(4-((5-chloro-4-((2-methyl-2-azaspiro[3.3]heptan-6-yl)methoxy)pyrimidin-2-yl)amino)-3-methyl-1H-pyrazol-1-yl)-2-methylpropanenitrile ClC=1C(=NC(=NC1)NC=1C(=NN(C1)C(C#N)(C)C)C)OCC1CC2(CN(C2)C)C1